ClC1=CC2=C(N(C(N=C2N2[C@H](CN(CC2)C(=O)OC(C)(C)C)C)=O)C=2C(=NC=NC2C(C)C)Cl)N=C1C1=C(C=CC=C1)F tert-Butyl (S)-4-(6-chloro-1-(4-chloro-6-isopropylpyrimidin-5-yl)-7-(2-fluorophenyl)-2-oxo-1,2-dihydropyrido[2,3-d]pyrimidin-4-yl)-3-methylpiperazine-1-carboxylate